2-[5-(2,7-Diazaspiro[3.5]nonan-2-yl)[1,3]thiazolo[5,4-d][1,3]thiazol-2-yl]-5-(1H-pyrazol-4-yl)pyridin-3-ol Hydrochlorid Cl.C1N(CC12CCNCC2)C=2SC1=C(N2)SC(=N1)C1=NC=C(C=C1O)C=1C=NNC1